[1,5]Naphthyridin-2-ol N1=C(C=CC2=NC=CC=C12)O